(4-((2,6-dioxopiperidin-3-yl)amino)pyrimidin-5-yl)methyl methanesulfonate CS(=O)(=O)OCC=1C(=NC=NC1)NC1C(NC(CC1)=O)=O